BrC=1C=C2C=NCN(C2=C(C1)OCC(F)F)CC=1N=NC(=CC1)C 6-Bromo-8-(2,2-difluoroethoxy)-N-((6-methylpyridazin-3-yl)methyl)quinazolin